(S)-3-amino-5-methyl-2,3-dihydrobenzo[b][1,4]oxazepin-4(5H)-one hydrochloride Cl.N[C@@H]1C(N(C2=C(OC1)C=CC=C2)C)=O